N-(5,6-dimethoxybenzothiazol-2-yl)-2-{3-[(cyclopropylmethyl)sulfonyl]phenyl}acetamide COC=1C(=CC2=C(N=C(S2)NC(CC2=CC(=CC=C2)S(=O)(=O)CC2CC2)=O)C1)OC